C(#N)C1=CC(=CC2=C1SC(=C2)C=2SC(=C(N2)C(=O)OC)C)OC(C)C Methyl 2-(7-cyano-5-isopropoxybenzo[b]thiophen-2-yl)-5-methylthiazole-4-carboxylate